ClC1=CC(=C2C=CNC2=C1)C1=C(C=C2NC(C=3N(C2=C1F)C(=NN3)C)(C)C)F 8-(6-Chloro-1H-indol-4-yl)-7,9-difluoro-1,4,4-trimethyl-5H-[1,2,4]triazolo[4,3-a]quinoxaline